NC(C(=O)O)(CCCCB(O)O)C1CC2CCC(C1)N2CC2=CC=CC=C2 2-amino-2-(8-benzyl-8-azabicyclo[3.2.1]octan-3-yl)-6-boronohexanoic acid